(S)-1-(2-Benzyl-4-(3-(2,4-difluoro-3-hydroxy-5-(trifluoromethyl)phenyl)-1-methyl-1H-pyrazolo[3,4-d]pyrimidin-6-yl)piperazin-1-yl)ethan-1-one C(C1=CC=CC=C1)[C@@H]1N(CCN(C1)C1=NC=C2C(=N1)N(N=C2C2=C(C(=C(C(=C2)C(F)(F)F)F)O)F)C)C(C)=O